Nε-monooctanoyl-lysine C(CCCCCCC)(=O)NCCCC[C@H](N)C(=O)O